methyl (E)-3-(1-((4-methoxyphenethyl)amino)-2,3-dihydro-1H-inden-5-yl)acrylate COC1=CC=C(CCNC2CCC3=CC(=CC=C23)/C=C/C(=O)OC)C=C1